F[Pb](F)(F)F Tetrafluorolead